N-(2-(hexahydropyrrolo[3,2-b]pyrrol-1(2H)-yl)-2-oxoethyl)-4-(trifluoromethyl)picolinamide hydrochloride Cl.N1(C2C(CC1)NCC2)C(CNC(C2=NC=CC(=C2)C(F)(F)F)=O)=O